FC1=C(OC2=NC=CC=C2C(=O)N)C=CC(=C1)CC(=O)NC1=NN2C(C=CC(=C2)F)=N1 2-(2-fluoro-4-(2-((6-fluoro-[1,2,4]triazolo[1,5-a]pyridin-2-yl)amino)-2-oxoethyl)phenoxy)pyridine-3-carboxamide